COC=1C=C(C=CC1)S(=O)(=O)N1C[C@H](OCC1)C1=CSC2=C1C=CC=C2 |r| rac-3-[4-(3-methoxyphenyl)sulfonylmorpholin-2-yl]benzothiophene